Cl.FC(C1CC(C1)N)F (1R,3R)-3-(difluoromethyl)cyclobutan-1-amine hydrochloride